N-methyl-7H-pyrrolo[2,3-d]Pyrimidine-4-amine hydrochloride Cl.CNC=1C2=C(N=CN1)NC=C2